COC([C@H](CC(C)C)N1N=C(C(=C(C1=O)C)C)CCN1CC(C1)OC)=O (S)-2-(3-(2-(3-methoxyazetidin-1-yl)ethyl)-4,5-dimethyl-6-oxopyridazine-1(6H)-yl)-4-methylpentanoic acid methyl ester